C1(CC1)C(C=1C=C(C=C2C(=NC=NC12)N([C@@H](C)C=1N(N=CN1)C1=NC=CC=N1)C)C(F)(F)F)(F)F 8-[cyclopropyl(difluoro)meth-yl]-N-methyl-N-[(1S)-1-(2-pyrimidin-2-yl-1,2,4-triazol-3-yl)ethyl]-6-(trifluoromethyl)quinazolin-4-amine